(R)-1-(2-((2,2'-dichloro-3'-((2-methylpyrido[3,2-d]pyrimidin-4-yl)amino)-[1,1'-biphenyl]-3-yl)carbamoyl)-4,5,6,7-tetrahydropyrazolo[1,5-a]pyridin-4-yl)azetidine-3-carboxylic acid ClC1=C(C=CC=C1NC(=O)C1=NN2C([C@@H](CCC2)N2CC(C2)C(=O)O)=C1)C1=C(C(=CC=C1)NC=1C2=C(N=C(N1)C)C=CC=N2)Cl